Hexanoyloxyoleyl alcohol C(CCCCC)(=O)OCCCCCCCC\C=C/CCCCCCCCO